tetradecyl-N-[(allyloxy)carbonyl]alanine C(CCCCCCCCCCCCC)N([C@@H](C)C(=O)O)C(=O)OCC=C